BrC=1C=CC(=NC1)N1CCC2(CCN(CC2)C(=O)OC(C)(C)C)CC1 tert-butyl 9-(5-bromopyridin-2-yl)-3,9-diazaspiro[5.5]undecane-3-carboxylate